C(C)C(CC(C(=O)[O-])P(=O)(O)O)(CC)CC triethyl-2-phosphonobutyrate